C(CCC(=O)OCCCCOC=C)(=O)OCCCCOC=C bis[(vinyloxy) butyl] succinate